p-1-(1,1-dimethylethoxy)ethoxystyrene Methyl-3-((R)-1-(5-cyano-6-((S)-2-methylazetidine-1-yl)-4-(trifluoromethyl)pyridin-2-yl)pyrrolidin-3-yl)propionate COC(CC[C@H]1CN(CC1)C1=NC(=C(C(=C1)C(F)(F)F)C#N)N1[C@H](CC1)C)=O.CC(C)(OC(C)OC1=CC=C(C=C)C=C1)C